C1(CC1)C1=NC=NC(=C1C=1N=C(C2=C(N1)N=CC=C2)OCC=2C(=NC(=CC2)C=2N(C=C(N2)C(F)(F)F)C2CC2)OC)OC 2-(4-cyclopropyl-6-methoxy-pyrimidin-5-yl)-4-[[6-[1-cyclopropyl-4-(trifluoromethyl)imidazol-2-yl]-2-methoxy-3-pyridyl]methoxy]pyrido[2,3-d]pyrimidine